3,5-bis((1-benzyl-1H-1,2,3-triazol-4-yl)methylene)-1-((4-bromophenyl)sulfonyl)piperidin-4-one C(C1=CC=CC=C1)N1N=NC(=C1)C=C1CN(CC(C1=O)=CC=1N=NN(C1)CC1=CC=CC=C1)S(=O)(=O)C1=CC=C(C=C1)Br